4-Bromo-6-methoxypyridin-2-amine BrC1=CC(=NC(=C1)OC)N